3-((1s,4r)-4-((tert-butyldimethylsilyl)oxy)-cyclohexyl)propanenitrile [Si](C)(C)(C(C)(C)C)OC1CCC(CC1)CCC#N